1,3-bis(2-methoxyethyl)thiourea COCCNC(=S)NCCOC